4-(4-(benzyloxy)butoxy)butan-1-ol C(C1=CC=CC=C1)OCCCCOCCCCO